ClC=1C2=C(N(C(N1)=O)C=1C(=NC=CC1C)C(C)C)N=C(C(=C2)F)Cl (M)-4,7-dichloro-6-fluoro-1-(2-isopropyl-4-methylpyridin-3-yl)pyrido[2,3-d]pyrimidin-2(1H)-one